N1C2=C(NCC1)C=NC=C2C(=O)N tetrahydropyrido[3,4-b]pyrazine-8-carboxamide